tert-butyl 4-[[4-[(2,6-dioxo-3-piperidyl)amino]phenyl]methyl]piperazine-1-carboxylate formate C(=O)O.O=C1NC(CCC1NC1=CC=C(C=C1)CN1CCN(CC1)C(=O)OC(C)(C)C)=O